3-(5-amino-2-((1-(pyridin-2-yl)ethyl)amino)-8-(pyrimidin-4-yl)-[1,2,4]triazolo[1,5-c]pyrimidin-7-yl)benzonitrile NC1=NC(=C(C=2N1N=C(N2)NC(C)C2=NC=CC=C2)C2=NC=NC=C2)C=2C=C(C#N)C=CC2